N-((2S,3S)-1-(azetidine-1-carbonyl)-2-(3-bromo-2-fluorobenzyl)pyrrolidin-3-yl)methanesulfonamide N1(CCC1)C(=O)N1[C@H]([C@H](CC1)NS(=O)(=O)C)CC1=C(C(=CC=C1)Br)F